ethyl 7-bromo-2-methoxy-8-methylquinoline-3-carboxylate BrC1=CC=C2C=C(C(=NC2=C1C)OC)C(=O)OCC